tert-butyl 6-chloro-5-(2-methoxy-6-((3aS,6aS)-tetrahydro-1H-furo[3,4-c]pyrrol-5(3H)-yl)pyridin-3-yl)-1H-indole-3-carboxylate ClC1=C(C=C2C(=CNC2=C1)C(=O)OC(C)(C)C)C=1C(=NC(=CC1)N1C[C@@H]2[C@@H](C1)COC2)OC